[N+](=O)([O-])C1=NN(C=C1C=1C=C(C(=O)O)C=CC1)COCC[Si](C)(C)C 3-(3-nitro-1-((2-(trimethylsilyl)ethoxy)methyl)-1H-pyrazol-4-yl)benzoic acid